3,4-Dimethoxycinnamoyl-proline COC=1C=C(C=CC(=O)N2[C@@H](CCC2)C(=O)O)C=CC1OC